5-((5-((2-Amino-5-bromophenyl)amino)-4-methylpentyl)oxy)-1-methyl-1H-pyrazole NC1=C(C=C(C=C1)Br)NCC(CCCOC1=CC=NN1C)C